NCC1=C(OC=2C3=C(N=CN2)CN(CC3)C3=C(C(NN=C3)=O)Cl)C=CC(=C1)F 5-(4-(2-(aminomethyl)-4-fluorophenoxy)-5,8-dihydropyrido[3,4-d]pyrimidin-7(6H)-yl)-4-chloropyridazin-3(2H)-one